1-[4-trifluoromethyloxyphenyl]-3-[3,5-dimethyl-4-carboxydimethylmethyl-oxyphenyl]prop-2-en-1-one 4-chlorobenzyl-(4-((N,3-dimethylisoxazole-4-carboxamido)meth-yl)phenyl)carbamate ClC1=CC=C(CN(C(O)=O)C2=CC=C(C=C2)CN(C(=O)C=2C(=NOC2)C)C)C=C1.FC(OC1=CC=C(C=C1)C(C=CC1=C(C(=C(C(=C1)C)C(=O)O)C)OC(C)C)=O)(F)F